N1(CCC1)C1=C(C=CC=C1)C1CCN(CC1)C1=NC(=NC2=CC=C(C=C12)N(CCN(C)C)C)C1CC1 N-{4-[4-(2-azetidin-1-yl-phenyl)-piperidin-1-yl]-2-cyclopropyl-quinazolin-6-yl}-N,N',N'-trimethyl-ethane-1,2-diamine